BrC=1C=C(C=C(C1OCC1CO1)Br)C(C)(C)C1=CC(=C(C(=C1)Br)OCC1CO1)Br 2,2-Bis(3,5-dibromo-4-glycidyloxyphenyl)propan